C(CCC\C=C/CC)OC(CCC(=O)O)OCCCC\C=C/CC.BrCCCCC 5-bromopentane 4,4-bis(((Z)-oct-5-en-1-yl)oxy)butanoate